CN1C[C@H](CC[C@H]1C(F)(F)F)NC(=O)C1CC2CCC(C1)N2 N-((3S,6S)-1-methyl-6-(trifluoromethyl)piperidin-3-yl)-8-azabicyclo[3.2.1]octane-3-carboxamide